ethyl 7-methyl-6-(3-methyl-7,8-dihydro-5H-1,6-naphthyridin-6-yl)imidazo[1,2-b]pyridazine-2-carboxylate CC1=CC=2N(N=C1N1CC=3C=C(C=NC3CC1)C)C=C(N2)C(=O)OCC